tert-butyl N-[(20E)-21-([4-[(3-[[5-chloro-4-(1H-indol-3-yl)pyrimidin-2-yl]amino]phenyl)carbamoyl]phenyl]carbamoyl)-18-methyl-3,6,9,12,15-pentaoxa-18-azahenicos-20-en-1-yl]carbamate ClC=1C(=NC(=NC1)NC=1C=C(C=CC1)NC(=O)C1=CC=C(C=C1)NC(=O)/C=C/CN(CCOCCOCCOCCOCCOCCNC(OC(C)(C)C)=O)C)C1=CNC2=CC=CC=C12